2-[4-(6-amino-5-methyl-2-pyridyl)piperazin-1-yl]ethanol NC1=C(C=CC(=N1)N1CCN(CC1)CCO)C